tert-Butyl (S)-(1-amino-3-(3,5-difluorophenyl)-1-oxopropan-2-yl)carbamate NC([C@H](CC1=CC(=CC(=C1)F)F)NC(OC(C)(C)C)=O)=O